NC1=C2N=CN(C2=NC(=N1)F)[C@H]1[C@H]([C@@H]([C@](O1)(CO)CC)O)F (2R,3R,4S,5R)-5-(6-amino-2-fluoro-9H-purin-9-yl)-2-ethyl-4-fluoro-2-(hydroxymethyl)tetrahydrofuran-3-ol